3-(morpholinosulfonyl)-4-(trifluoromethyl)benzonitrile O1CCN(CC1)S(=O)(=O)C=1C=C(C#N)C=CC1C(F)(F)F